acryloyloxypropyl-diphenoxysilane C(C=C)(=O)OCCC[SiH](OC1=CC=CC=C1)OC1=CC=CC=C1